(R)-1-(2,5-difluoropyridin-3-yl)ethyl (1-methyl-4-(5-(2-methylpyrimidine-4-carboxamido)pyridin-2-yl)-1H-1,2,3-triazol-5-yl)carbamate CN1N=NC(=C1NC(O[C@H](C)C=1C(=NC=C(C1)F)F)=O)C1=NC=C(C=C1)NC(=O)C1=NC(=NC=C1)C